2-(AMINOMETHYL)PHENYL-BORONIC ACID NCC1=C(C=CC=C1)B(O)O